Cl.ClC=1C=C(CN2C(C3=CC(=C(C=C3C2)C(=O)NC[C@H]([C@H]2NCC3=CC=CC=C3C2)O)OCC)=O)C=CC1 (3-chlorobenzyl)-6-ethoxy-N-((R)-2-hydroxy-2-((S)-1,2,3,4-tetrahydroisoquinolin-3-yl)ethyl)-1-oxoisoindoline-5-carboxamide hydrochloride